C1=C(C=CC=2OC3=C(C21)C=CC=C3)C=3C=CC=2NC1=CC=C(C=C1C2C3)C3=CC2=C(OC1=C2C=CC=C1)C=C3 3,6-bis(dibenzo[b,d]furan-2-yl)-9H-carbazole